FC(C(=O)N[C@@H](C(C)C)C(=O)N1[C@@H](C[C@H](C1)C(F)(F)F)C(=O)N[C@@H](C[C@H]1C(NCC1)=O)C(=O)N)(F)F N-(trifluoroacetyl)-L-valinyl-(4R)-4-(trifluoromethyl)-L-prolyl-3-[(3S)-2-oxopyrrolidin-3-yl]-L-alaninamide